F[P-](F)(F)(F)(F)F.N1(N=NC2=C1C=CC=C2)O[P+](N2CCCC2)(N2CCCC2)N2CCCC2 (benzotriazol-1-yloxy)trispyrrolidinylphosphonium hexafluorophosphate